C1CCC2=C(C=3CCCC3C=C12)NC(=O)NS(=O)(=O)/C=C/CN(S(=O)(=O)C1CCCCC1)C (E)-N-(3-(N-((1,2,3,5,6,7-hexahydro-s-indacen-4-yl)carbamoyl)sulfamoyl)allyl)-N-methylcyclohexanesulfonamide